C(CCCCCCCCCCC)(=O)OCCCCCCCCCCCCCCCCCCCCCCCCCCCCCCCC dotriacontyl laurate